5-chloro-3-methylbenzamide ClC=1C=C(C=C(C(=O)N)C1)C